5-(((4-((tert-butyldimethylsilyl)oxy)naphthalen-2-yl)thio)methyl)-3-(chloro-methyl)-1-methyl-1H-pyrazole [Si](C)(C)(C(C)(C)C)OC1=CC(=CC2=CC=CC=C12)SCC1=CC(=NN1C)CCl